(S)-1-(2-(1-(4-(2-fluoro-3-methoxyphenoxy)phenyl)-5,8-dimethylimidazo[1,5-a]pyrazin-3-yl)piperidin-1-yl)but-2-yn-1-one FC1=C(OC2=CC=C(C=C2)C=2N=C(N3C2C(=NC=C3C)C)[C@H]3N(CCCC3)C(C#CC)=O)C=CC=C1OC